[Cu].[W].[Ti] titanium tungsten-copper